FC(C1=CC=C(C=C1)N1N=CC2=C1C=C1CCN(C[C@]1(C2)C(=O)OC)C(=O)OC(C)(C)C)(F)F (R)-6-tert-butyl 4a-methyl 1-(4-(trifluoromethyl)phenyl)-4a,5,7,8-tetrahydro-1H-pyrazolo[3,4-g]isoquinoline-4a,6(4H)-dicarboxylate